C(C1=CC=CC=C1)C1CCC(=O)OC1 4-benzyl-valerolactone